O1C=C(C2=C1C=CC=C2)C[C@H](NC(C(N2C1COCC2CC1)=O)=O)B(O)O (R)-(2-(benzofuran-3-yl)-1-(2-oxo-2-(3-oxa-8-azabicyclo[3.2.1]oct-8-yl)acetamido)ethyl)boronic acid